N1CCC(CC1)NC=1C2=C(N=CN1)C=CS2 N-(piperidine-4-yl)thieno[3,2-d]pyrimidin-4-amine